ClC1=CC=C(CN2CCC(CC2)C=2C(=C3CN(C(C3=CC2F)=O)C2C(NC(CC2)=O)=O)F)C=C1 3-(5-(1-(4-chlorobenzyl)piperidin-4-yl)-4,6-difluoro-1-oxoisoindolin-2-yl)piperidine-2,6-dione